tert-butyl 4-(2-(dimethylamino)-4-(2-ethoxy-2-oxoethyl)-5-ethyl-7-oxo-4,7-dihydro-[1,2,4]triazolo[1,5-a]pyrimidin-6-yl)piperazine-1-carboxylate CN(C1=NN2C(N(C(=C(C2=O)N2CCN(CC2)C(=O)OC(C)(C)C)CC)CC(=O)OCC)=N1)C